C(#N)C=1C=NN2C1C(=CC(=C2)C=2N=NN(C2)C2CCC(CC2)N(C(OC(C)(C)C)=O)C)SC2=NC=CC=C2F tert-butyl N-[4-[4-[3-cyano-4-[(3-fluoro-2-pyridyl)sulfanyl]pyrazolo[1,5-a]pyridin-6-yl]triazol-1-yl]cyclohexyl]-N-methyl-carbamate